FC(COC1=NSN=C1C=1CN(CCC1)C(F)(F)F)(CCCC)F 3-((2,2-difluorohexyl)oxy)-4-(1-(trifluoromethyl)-1,2,5,6-tetrahydropyridin-3-yl)-1,2,5-thiadiazole